COCC(=O)N1CCN(CC1)C1=CC(=NC=C1)NC=1SC2=NC(=CC=C2N1)C1=CN=NC=C1 2-methoxy-1-(4-(2-((5-(pyridazin-4-yl)thiazolo-[5,4-b]pyridin-2-yl)-amino)pyridin-4-yl)-piperazin-1-yl)ethanone